5-{2-[2-(6-Fluorochinolin-8-sulfonamido)phenyl]ethynyl}pyridin FC=1C=C2C=CC=NC2=C(C1)S(=O)(=O)NC1=C(C=CC=C1)C#CC=1C=CC=NC1